C1(CC1)COCC=1C=C2C=C(NC2=C(C1)N)C1=CC=CC=C1 5-((cyclopropylmethoxy)methyl)-2-phenyl-1H-indol-7-amine